6-{[(1R)-1-(4-chlorophenyl)-7-fluoro-5-[1-(4-fluorooxetan-4-yl)-1-hydroxypropyl]-3-oxo-1-[(3S)-oxolan-3-yloxy]-2,3-dihydro-1H-isoindol-2-yl]methyl}pyridine-3-carbonitrile ClC1=CC=C(C=C1)[C@@]1(N(C(C2=CC(=CC(=C12)F)C(CC)(O)C1(CCO1)F)=O)CC1=CC=C(C=N1)C#N)O[C@@H]1COCC1